4,4'-difluorobenzophenone FC1=CC=C(C(=O)C2=CC=C(C=C2)F)C=C1